ClC1=CC=C(C=C1)N1N=CC(=C1C(F)(F)F)C(=O)NN=CC1=CC=C(C=C1)C 1-p-chlorophenyl-5-trifluoromethyl-N'-(1-(4-methylphenyl)methylene)-1H-pyrazole-4-carboxylic acid hydrazide